Copper (i) chloride [Cu]Cl